[1-(trifluoromethyl)cyclopropyl]acetamide FC(C1(CC1)CC(=O)N)(F)F